Tert-butyl 4-[3-(2,6-dioxo-3-piperidyl)-1-methyl-indazol-6-yl]piperidine-1-carboxylate O=C1NC(CCC1C1=NN(C2=CC(=CC=C12)C1CCN(CC1)C(=O)OC(C)(C)C)C)=O